IC1=C(C2=C(S1)C(=CC=C2)NC2C(CN(CC2)C)C#N)CC(F)(F)F 4-((2-iodo-3-(2,2,2-trifluoroethyl)benzo[b]thiophen-7-yl)amino)-1-methylpiperidine-3-carbonitrile